CC1=CC=C(C=C1)[NH3+].C1=CC=C2C(=C1)C(=CN2)OP(=O)(O)[O-] 3-indoxyl phosphate p-toluidine salt